[Sn].[Zr].[Nb].[Ti] titanium niobium zirconium tin